3-Amino-8-(2-fluoro-7-methoxynaphthalen-1-yl)-N-propylimidazo[1,2-a]pyridine-2-carboxamide NC1=C(N=C2N1C=CC=C2C2=C(C=CC1=CC=C(C=C21)OC)F)C(=O)NCCC